(3R)-1-((2-(5-(4-(4-(3-oxa-8-azabicyclo[3.2.1]octan-8-yl)-7H-pyrrolo[2,3-d]pyrimidin-6-yl)phenyl)-1H-imidazol-2-yl)pyridin-4-yl)methyl)piperidin-3-amine C12COCC(CC1)N2C=2C1=C(N=CN2)NC(=C1)C1=CC=C(C=C1)C1=CN=C(N1)C1=NC=CC(=C1)CN1C[C@@H](CCC1)N